BrC1=CC(=C(OC(C(=O)O)CF)C=C1F)C(CC)(F)F 2-(4-bromo-2-(1,1-difluoropropyl)-5-fluorophenoxy)-3-fluoropropanoic acid